N-(3-cyano-4-((3-(trifluoromethyl)benzyl)oxy)phenyl)acrylamide C(#N)C=1C=C(C=CC1OCC1=CC(=CC=C1)C(F)(F)F)NC(C=C)=O